FC1=CC(=C(C=C1C=1N=C(SC1)N1CCOCC1)N1C=C(C(=CC1=O)C(F)(F)F)C(=O)N)N1C[C@H](N([C@H](C1)C)C)C (4-fluoro-5-(2-morpholinothiazol-4-yl)-2-(cis-3,4,5-trimethylpiperazin-1-yl)phenyl)-6-oxo-4-(trifluoromethyl)-1,6-dihydropyridine-3-carboxamide